COCC1=C(C=CC=C1)C1=NC(=NC(=C1)OC1=CC=CC=C1)NS(=O)(=O)C1=CC(=CC=C1)[N+](=O)[O-] N-[4-[2-(methoxymethyl)phenyl]-6-phenoxy-pyrimidin-2-yl]-3-nitro-benzenesulfonamide